Methyl 2-[1-(cyclobutylmethyl)-1H-pyrazol-4-yl]-5-nitrobenzoate C1(CCC1)CN1N=CC(=C1)C1=C(C(=O)OC)C=C(C=C1)[N+](=O)[O-]